N-(2-chlorophenyl)-2-phenylacetamide ClC1=C(C=CC=C1)NC(CC1=CC=CC=C1)=O